β,β,2-trifluoro-5-(trifluoromethyl)-benzenepropanoic acid FC(CC(=O)O)(C1=C(C=CC(=C1)C(F)(F)F)F)F